CN1C=CC2=C(C=CC=C12)N1C(NC(CC1)=O)=O 1-(1-methyl-1H-indol-4-yl)dihydropyrimidine-2,4(1H,3H)-dione